(E)-5,5-dimethyl-2-[m-(1H-1,2,4-triazol-1-yl)benzoylamino]-3-hexenoic acid CC(/C=C/C(C(=O)O)NC(C1=CC(=CC=C1)N1N=CN=C1)=O)(C)C